C1(CCCCCCCCCCCCCCO1)=O pentadecanolide